(E)-N-[4-(3-chloro-2-fluoro-anilino)-7-[2-[(1r,5s)-3-methyl-3-azabicyclo[3.1.0]hexane-1-yl]-ethynyl]quinazolin-6-yl]-4-(3-oxa-6-azabicyclo[3.1.1]heptane-6-yl)but-2-enamide ClC=1C(=C(NC2=NC=NC3=CC(=C(C=C23)NC(\C=C\CN2C3COCC2C3)=O)C#C[C@@]32CN(C[C@H]2C3)C)C=CC1)F